1-Methyl-2-(1-methylpropylidene)hydrazine CNN=C(CC)C